CN(CC(=O)N1CCN(CC1)C=1C=NC(=CC1)C1=NNC(=C1C(C)C)C=1C=C(C=2N(C1)N=CN2)OC)C 2-(dimethylamino)-1-(4-(6-(4-isopropyl-5-(8-methoxy-[1,2,4]triazolo[1,5-a]pyridin-6-yl)-1H-pyrazol-3-yl)pyridin-3-yl)piperazin-1-yl)ethan-1-one